C(C=C)(=O)OCCC[Si](O)(O)C acryloyloxypropylmethyldihydroxysilane